FC(OC1=CC2=C(N=C(S2)NC(=O)C2C(C3C=CC2C3)C(=O)O)C=C1)(F)F 3-[[6-(trifluoromethoxy)-1,3-benzothiazol-2-yl]carbamoyl]bicyclo[2.2.1]hept-5-ene-2-carboxylic acid